BrC1=CC=C2C(CC3(SC2=C1)CCOCC3)=O 7'-bromo-2,3,5,6-tetrahydrospiro[pyran-4,2'-thiochroman]-4'-one